C(C)OC(CC(C(C)(C)C)N1C=CC2=C1N=C(N=C2Cl)Cl)=O 3-{2,4-dichloro-7H-pyrrolo[2,3-d]pyrimidin-7-yl}-4,4-dimethylvaleric acid ethyl ester